3-[(3S)-3-hydroxypyrrolidin-1-yl]propylcarbamic acid O[C@@H]1CN(CC1)CCCNC(O)=O